BrCCCCCCC[Si](OC)(OC)OC 7-bromoheptyltrimethoxysilane